P(OCCCCCCCCCC)(OCCCCCCCCCC)OC1=CC=C(C=C1)C(C)(C1=CC=CC=C1)C didecyl [4-(1-methyl-1-phenyl-ethyl)phenyl] phosphite